C(CCCCCCC)NCCCCC(=O)OCCCCCCC heptyl 5-(octylamino)pentanoate